1-(5-((2,3-dichlorophenyl)thio)-1H-imidazo[4,5-b]pyrazin-2-yl)-4-methylpiperidin-4-amine ClC1=C(C=CC=C1Cl)SC=1N=C2C(=NC1)NC(=N2)N2CCC(CC2)(N)C